ClC=1C(=C2CCCOC2=C(C1)N)N1CCN(CC1)C 6-chloro-5-(4-methylpiperazin-1-yl)chroman-8-amine